8-methyl-7-(3-((4-methylpyrimidin-5-yl)amino)-7,8-dihydro-1,6-naphthyridin-6(5H)-yl)-4H-pyrimido[1,2-b]pyridazin-4-one CC1=CC=2N(N=C1N1CC=3C=C(C=NC3CC1)NC=1C(=NC=NC1)C)C(C=CN2)=O